3-amino-2-methylpropyl(diisopropoxymethylsilane) NCC(C[SiH2]C(OC(C)C)OC(C)C)C